[I-].C[NH2+]C.[Pb] lead dimethylammonium iodide